[O-]CCC.[O-]CCC.[O-]CCC.[O-]CCC.[O-]CCC.[Nb+5] niobium pentapropoxide